CNC1CC2CCC(C1)N2 N-methyl-8-azabicyclo[3.2.1]Octane-3-amine